[N+](=O)([O-])C=1C(=NC=C(C1)C(F)(F)F)N1CCN(CC1)C(=O)OC(C)(C)C tert-butyl 4-(3-nitro-5-(trifluoromethyl)pyridin-2-yl)piperazine-1-carboxylate